FC(C(=C)C=C)(F)F 2-(trifluoromethyl)butane-1,3-diene